benzyl [(1R*,2S*,4R*,5S*)-5-{[(2R)-6-chloro-4-oxo-3,4-dihydro-2H-1-benzopyran-2-carbonyl]amino}bicyclo[2.2.1]heptan-2-yl]carbamate ClC=1C=CC2=C(C(C[C@@H](O2)C(=O)N[C@@H]2[C@H]3C[C@@H]([C@@H](C2)C3)NC(OCC3=CC=CC=C3)=O)=O)C1 |o1:13,14,16,17|